(Z)-1-(3-(5-(dimethylamino)-2-isopropylphenyl)-4-oxothiazolidin-2-ylidene)-3-(4-(1-(4-(trifluoromethyl)phenyl)-1H-imidazol-4-yl)phenyl)urea CN(C=1C=CC(=C(C1)N1/C(/SCC1=O)=N/C(=O)NC1=CC=C(C=C1)C=1N=CN(C1)C1=CC=C(C=C1)C(F)(F)F)C(C)C)C